n-heptyl-cyclononane Hydroxide [OH-].C(CCCCCC)C1CCCCCCCC1